CC=1C=C(C=CC1OC1=CC2=C(N(C=N2)C)C=C1)NC1=NC=NC2=CC=C3C(=C12)OC[C@H]1NCCN3C1 (3S)-N-(3-methyl-4-((1-methyl-1H-benzo[d]imidazol-5-yl)oxy)phenyl)-3,4,5,6-tetrahydro-2H-3,7-methano[1,4,7]oxadiazonino[2,3-f]quinazolin-13-amine